6-(4-(((3,4-dichlorophenyl)amino)methyl)-2-(6-methylpyridin-2-yl)-1H-imidazol-1-yl)imidazo[1,2-a]pyridine-3-carboxamide ClC=1C=C(C=CC1Cl)NCC=1N=C(N(C1)C=1C=CC=2N(C1)C(=CN2)C(=O)N)C2=NC(=CC=C2)C